C1=NC=CC2=CC(=CC=C12)C1CC2(CNC2)C1 6-(isoquinolin-6-yl)-2-azaspiro[3.3]heptan